7-chloro-8-methoxy-2-(2-methoxyacetyl)-1-methyl-2,3-dihydro-1H-pyrrolo[3,4-c]quinolin ClC=1C(=CC=2C3=C(C=NC2C1)CN(C3C)C(COC)=O)OC